tert-butyl-4-((1-(2-cyanoethyl)-1H-tetrazol-5-yl)(thiophen-3-yl)methyl)piperazine-1-carboxylate C(C)(C)(C)OC(=O)N1CCN(CC1)C(C1=CSC=C1)C1=NN=NN1CCC#N